ClC=1C(=CC(=C(C1)O)O)O 5-chloro-1,2,4-trihydroxybenzene